C(=O)C1=CC=C(S1)C=1C=C(C=CC1)[C@@H](C)NC(C1=C(C=CC(=C1)NC=1C=NN(C1)C)C)=O (R)-N-(1-(3-(5-Formylthiophen-2-yl)phenyl)ethyl)-2-methyl-5-((1-methyl-1H-pyrazol-4-yl)amino)benzamide